FC=1C(=CC=2C3=C(NC(C2C1)=O)COCC3N(C(=O)C3=CC=C1C=CC=CN31)C)F N-(8,9-difluoro-6-oxo-1,4,5,6-tetrahydro-2H-pyrano[3,4-c]isoquinolin-1-yl)-N-methylindolizine-3-carboxamide